(R)-2-((6-((3S,4S)-4-amino-3-fluoropiperidin-1-yl)-3,5-dicyano-4-ethylpyridin-2-yl)thio)-2-phenylacetamide, Trifluoroacetic acid salt FC(C(=O)O)(F)F.N[C@@H]1[C@H](CN(CC1)C1=C(C(=C(C(=N1)S[C@@H](C(=O)N)C1=CC=CC=C1)C#N)CC)C#N)F